4-chloro-1-methyl-1H-indazole-6-carboxylate ClC1=C2C=NN(C2=CC(=C1)C(=O)[O-])C